C1=CC=C2C(=C1)C3=C(C24C5=CC=CC=C5OC6=CC=CC=C46)C=CC=C3Br bromo-spiro[9H-fluorene-9,9'-[9H]xanthene]